3-(4-methyl-1-piperazinyl)-1-butylamine CN1CCN(CC1)C(CCN)C